2-(4-cyclopropyl-2-fluoroanilino)-3,4-difluorobenzoic acid C1(CC1)C1=CC(=C(NC2=C(C(=O)O)C=CC(=C2F)F)C=C1)F